α-(4-fluoro-benzyl)-proline FC1=CC=C(C[C@@]2(NCCC2)C(=O)O)C=C1